C(C)(C)(C)OC(=O)N1C(CCC1)CN1C=C(C(C=2C=C(C=NC12)B(O)O)=O)C(=O)OCC [8-[(1-tert-Butoxycarbonylpyrrolidin-2-yl)methyl]-6-ethoxycarbonyl-5-oxo-1,8-naphthyridin-3-yl]boronic acid